F[C@H](CCCCC(=O)NC1=CC=C(C=C1)NCC1=CC=C(C=C1)O)CF (6R)-6,7-Difluoro-N-(4-((4-hydroxybenzyl)amino)phenyl)heptanamid